OC[C@H]1O[C@H]([C@H]2[C@@H]1OC(O2)(C)C)N2N=C(N=C2)C(=O)N 1-[(3aR,4R,6R,6aR)-6-(hydroxymethyl)-2,2-dimethyl-3a,4,6,6a-tetrahydrofuro[3,4-d]-[1,3]dioxol-4-yl]-1,2,4-triazole-3-carboxamide